N1(CCOCC1)C(=O)C1=CC=2C(=C3C=NNC3=CC2)S1 morpholinyl(6H-thieno[2,3-e]indazol-2-yl)methanone